1-(3-ethoxy-4-hydroxyphenyl)-N-isopropylmethanimine oxide C(C)OC=1C=C(C=CC1O)C=[N+](C(C)C)[O-]